COC=1C(=NC(=NC1)NC=1C=C(C=CC1)S(=O)(=O)N)C1C[C@@H]2CC[C@H](C1)N2C2=CC=CC=C2 3-((5-methoxy-4-((1S,5R)-8-phenyl-8-azabicyclo[3.2.1]octan-3-yl)pyrimidin-2-yl)amino)benzenesulfonamide